2-(perfluorobutyl)ethyltrimethoxysilane FC(C(C(C(F)(F)F)(F)F)(F)F)(CC[Si](OC)(OC)OC)F